5-(2,5-dimethylpyrrol-1-yl)-2-iodo-6-methyl-1-(p-tolylsulfonyl)pyrrolo[3,2-b]pyridine CC=1N(C(=CC1)C)C1=C(C=C2C(=N1)C=C(N2S(=O)(=O)C2=CC=C(C=C2)C)I)C